C[C@H]1C=2C=3C=C(N=NC3NC2CCN1C1=NC=C(C=N1)C1CCNCC1)C1=C(C=CC=C1)O 2-[(3S)-3-methyl-4-[5-(4-piperidyl)pyrimidin-2-yl]-4,8,10,11-tetrazatricyclo[7.4.0.02,7]trideca-1(9),2(7),10,12-tetraen-12-yl]phenol